2-(4-(4-methoxy-3-(N-(5-oxo-5,6,7,8-tetrahydro-1,6-naphthyridin-3-yl)sulfamoyl)phenyl)-1H-pyrazol-1-yl)propanoic acid COC1=C(C=C(C=C1)C=1C=NN(C1)C(C(=O)O)C)S(NC=1C=NC=2CCNC(C2C1)=O)(=O)=O